N1N=C(CC1)C1=CC(=C(C=N1)C=1C=NC2=CC(=NC=C2C1)NC(=O)[C@@H]1C(C1)(F)F)C (R)-N-(3-(6-(4,5-dihydro-1H-pyrazol-3-yl)-4-methylpyridin-3-yl)-1,6-naphthyridin-7-yl)-2,2-difluorocyclopropane-1-carboxamide